C(ONC(=O)C=1N=NSC1C(=O)NC1=C(C(=C(C(=C1F)F)C1=CC(=CC=C1)OC([2H])([2H])[2H])F)F)([2H])([2H])[2H] N4-(Methoxy-d3)-N5-(2,3,5,6-tetrafluoro-3'-(methoxy-d3)-[1,1'-biphenyl]-4-yl)-1,2,3-thiadiazole-4,5-dicarboxamide